5-(4-methoxy-2-nitrophenyl)-5,6-dihydropyrido[2,3-d]pyrimidine-4,7(3H,8H)-dione COC1=CC(=C(C=C1)C1CC(NC=2N=CNC(C21)=O)=O)[N+](=O)[O-]